N[C@@H]1COC2(C1)CCN(CC2)C(=O)OC(C)(C)C tert-butyl (3S)-3-amino-1-oxa-8-azaspiro[4.5]decane-8-carboxylate